C(=C)C(C(=O)O)=C α-vinylacrylic acid